ClC1=NC2=CC(=CC=C2C(=N1)N1CC(CC1)NC(OC(C)(C)C)=O)[N+](=O)[O-] tert-butyl (1-(2-chloro-7-nitroquinazolin-4-yl)pyrrolidin-3-yl)carbamate